3-(1,4-Dimethyl-1H-benzotriazol-5-yl)-3-(7-{[(4R)-7-ethoxy-4-ethyl-1,1-dioxido-3,4-dihydro-2H-pyrido[2,3-b][1,4,5]oxathiazepin-2-yl]methyl}-2,3-dihydro-1H-inden-5-yl)propanoic acid CN1N=NC2=C1C=CC(=C2C)C(CC(=O)O)C=2C=C1CCCC1=C(C2)CN2S(C1=C(O[C@@H](C2)CC)N=C(C=C1)OCC)(=O)=O